C1(CCCCC1)C1C(NC2=C(CN1C(CO)=O)C=CC=C2)=O 3-cyclohexyl-4-(2-hydroxyacetyl)-1,3,4,5-tetrahydro-2H-benzo[1,4]diazepin-2-one